C(CCCCCCCCC)[Si](OC)(OC)OC decyl-trimethoxysilane